FC1=C(C(=CC(=C1)OCCN1CC(C1)CF)F)[C@H]1N([C@@H](CC2=C1NC1=CC=CC=C21)C)C[C@H](CO)CF (R)-3-((1R,3R)-1-(2,6-difluoro-4-(2-(3-(fluoromethyl)azetidin-1-yl)ethoxy)phenyl)-3-methyl-3,4-dihydro-1H-pyrido[3,4-b]indol-2(9H)-yl)-2-(fluoromethyl)propan-1-ol